methyl 9-(4-(azetidin-3-ylamino)phenyl)-8-(2,4-dichlorophenyl)-6,7-dihydro-5H-benzo[7]annulene-3-carboxylate N1CC(C1)NC1=CC=C(C=C1)C1=C(CCCC2=C1C=CC(=C2)C(=O)OC)C2=C(C=C(C=C2)Cl)Cl